FC(OC=1C=C(C=CC1)[C@@H]1CNC2(CC2)[C@H]1C#N)F (6R,7S)-6-(3-(difluoromethoxy)phenyl)-4-azaspiro[2.4]heptane-7-carbonitrile